1-((3R,4S)-3-((5-(1-(2,2-Difluoroethyl)-4-fluoro-2-methyl-1H-benzo[d]imidazol-6-yl)-4-methoxypyrrolo[2,1-f][1,2,4]triazin-2-yl)amino)-4-fluoropyrrolidin-1-yl)ethan-1-one FC(CN1C(=NC2=C1C=C(C=C2F)C=2C=CN1N=C(N=C(C12)OC)N[C@@H]1CN(C[C@@H]1F)C(C)=O)C)F